8-methyl-spiro[chromene-2,4'-piperidine]-7-carboxylic acid methyl ester COC(=O)C1=CC=C2C=CC3(CCNCC3)OC2=C1C